C1=CC=CC2=CC3=CC=CC=C3C(=C12)CN1N=NC(=C1)CN(CCCO)CCCOC(C1=CC=CC=C1)(C1=CC=C(C=C1)OC)C1=CC=C(C=C1)OC 3-(((1-(Anthracen-9-ylmethyl)-1H-1,2,3-triazol-4-yl)methyl)(3-(bis(4-methoxyphenyl)(phenyl)methoxy)propyl)amino)propan-1-ol